C(C)(C)(C)C1=NC=C(C=N1)C=1C=C2SC[C@@H](CN2C(C1C#N)=O)C (3R)-8-(2-tert-butylpyrimidin-5-yl)-3-methyl-6-oxo-2H,3H,4H,6H-pyrido[2,1-b][1,3]thiazine-7-carbonitrile